(R)-Methyl 1-azidopropan-2-ylcarbamate N(=[N+]=[N-])C[C@@H](C)NC(OC)=O